bis(4-hydroxy-3-methyl-phenyl)methane OC1=C(C=C(C=C1)CC1=CC(=C(C=C1)O)C)C